2-hex-yldodecanol C(CCCCC)C(CO)CCCCCCCCCC